2,3-Di(pyrrolidine-1-yl)-5-hydroxy-5-methyl-2-cyclopentene-1-one N1(CCCC1)C=1C(C(CC1N1CCCC1)(C)O)=O